FC=1C=C(C=C(C1)F)[Mg]Br 3,5-difluorophenylmagnesium bromide